N=S(=O)(C=1C=NN(C1)C)C Imino(methyl)(1-methyl-1H-pyrazol-4-yl)-λ6-sulfanone